4-{(1S,2S)-2-[3-(2-methylpyridin-3-yl)-1,2,4-oxadiazol-5-yl]cyclopropyl}benzenesulfonamide CC1=NC=CC=C1C1=NOC(=N1)[C@@H]1[C@H](C1)C1=CC=C(C=C1)S(=O)(=O)N